trimethyl-sulfobenzoic anhydride CC=1C(=C(C(=C(C(=O)OC(C2=C(C(=C(C(=C2)C)C)C)S(=O)(=O)O)=O)C1)S(=O)(=O)O)C)C